C(C(=C)CC(=O)O)(=O)O.C(C(=C)CC(=O)O)(=O)O itaconic acid, itaconic acid salt